ETHYL PENTYL ketone C(CCCC)C(=O)CC